(8S,10S)-8-acetyl-10-[(2S,4S,5S,6S)-4-amino-5-hydroxy-6-methyl-oxan-2-yl]oxy-6,8,11-trihydroxy-1-methoxy-9,10-dihydro-7H-tetracene-5,12-dione C(C)(=O)[C@@]1(CC=2C(=C3C(C=4C=CC=C(C4C(C3=C(C2[C@H](C1)O[C@H]1O[C@H]([C@H]([C@H](C1)N)O)C)O)=O)OC)=O)O)O